COC1=CC=C(C=C1)N1N=C(C2=C1C(N(CC2)C2=CC=C(C=C2)N2C(CCCC2)=O)=O)C(=O)N 1-(4-methoxyphenyl)-7-oxo-6-(4-(2-oxopiperidin-1-yl)phenyl)-4,5,6,7-tetrahydro-1H-pyrazolo[3,4-c]pyridine-3-carboxamide